C1=CC=CC=2C3=CC=CC=C3C3(C12)C1=CC=C(C=C1OC=1C=CC(=CC13)OC(=O)C=1C=C(C(C(=O)O)=CC1)C(=O)O)OC(=O)C=1C=C(C(C(=O)O)=CC1)C(=O)O 4,4'-[spiro(xanthene-9,9'-fluorene)-2,6-diyl-bis(oxycarbonyl)]diphthalic acid